C(C)(=O)NCCC=1C=C2/C(/C(NC2=CC1)=O)=C/C1=C(C(=C(N1)C)C(=O)NCCN(CC)CC)C (Z)-5-((5-(2-Acetamidoethyl)-2-oxoindolin-3-ylidene)methyl)-N-(2-(diethylamino)ethyl)-2,4-dimethyl-1H-pyrrole-3-carboxamide